OC1(CC2(C1)CCN(CC2)C(=O)OCC2=CC=CC=C2)C2=CC=CC=C2 Benzyl 2-hydroxy-2-phenyl-7-azaspiro[3.5]nonane-7-carboxylate